2-[(1-{6-[(2-chloro-4-cyanophenoxy)methyl]-5-fluoropyridin-2-yl}-3-azabicyclo[3.1.0]hexan-3-yl)methyl]-4-fluoro-1-{[(2S)-oxetan-2-yl]methyl}-1H-1,3-benzodiazole-6-carboxylic acid ClC1=C(OCC2=C(C=CC(=N2)C23CN(CC3C2)CC2=NC3=C(N2C[C@H]2OCC2)C=C(C=C3F)C(=O)O)F)C=CC(=C1)C#N